cyanide Cobalt [Co+2].[C-]#N.[C-]#N